O1CCC2=C1C(=CC=C2)N 2,3-dihydro-1-benzofuran-7-amine